4-ethoxy-2-(3-ethylpiperazin-1-yl)-N-{8-fluoro-2-methylimidazo[1,2-a]pyridin-6-yl}pyrimidine-5-carboxamide C(C)OC1=NC(=NC=C1C(=O)NC=1C=C(C=2N(C1)C=C(N2)C)F)N2CC(NCC2)CC